C[Si](O[Si](ON(C(N)=S)CCOC(C(=C)C)=O)(O[Si](C)(C)C)O[Si](C)(C)C)(C)C 3-[tris(trimethylsiloxy)silyloxy]-3-(2-methacryloyloxyethyl)thiourea